5-{3-methanesulfonyl-6H-isochromeno[3,4-d]pyrimidin-8-yl}-3-methoxypyridazine CS(=O)(=O)C1=NC=C2C(=N1)OCC=1C=C(C=CC12)C=1C=C(N=NC1)OC